N(C(=N)N)NCCC(=O)O 3-(carbamimidamido-amino)propanoic acid